CC1=CC=C(C=C1)C=1OC=2N=C3N(C(C2N1)=O)CCCC3 2-(4-methylphenyl)-5,6,7,8-tetrahydro-10H-oxazolo[5,4-D]pyrido[1,2-a]pyrimidin-10-one